3-(7-((1-(5-Amino-1-phenyl-1H-pyrazole-4-carbonyl)piperidin-4-yl)oxy)-1-methyl-1H-indazol-3-yl)piperidine-2,6-dione NC1=C(C=NN1C1=CC=CC=C1)C(=O)N1CCC(CC1)OC=1C=CC=C2C(=NN(C12)C)C1C(NC(CC1)=O)=O